3-oxo-1-cyclobutanecarboxylate O=C1CC(C1)C(=O)[O-]